N-(5-(2-(2-isopropylpyrrolidin-1-yl)acetamido)-2-methylpyridin-3-yl)-2-(1-methyl-1H-pyrazol-4-yl)-1H-pyrrolo[2,3-b]pyridine-5-carboxamide C(C)(C)C1N(CCC1)CC(=O)NC=1C=C(C(=NC1)C)NC(=O)C=1C=C2C(=NC1)NC(=C2)C=2C=NN(C2)C